(4R)-1-[4-({8-[(2R,3S)-3-(methanesulfonylmeth-yl)-2-methylazetidin-1-yl]-5-(propan-2-yl)isoquinolin-3-yl}amino)pyrimidin-2-yl]-4-methylpiperidine-3,4-diol CS(=O)(=O)C[C@@H]1[C@H](N(C1)C=1C=CC(=C2C=C(N=CC12)NC1=NC(=NC=C1)N1CC([C@@](CC1)(O)C)O)C(C)C)C